2-(6-Methoxy-2-methylpyrimidin-4-yl)-1-[(2S)-7-methyl-6-(2-methyl-2H-tetrazol-5-yl)-3,4-dihydro-1H-spiro[1,8-naphthyridine-2,3'-pyrrolidin]-1'-yl]propan-1-one COC1=CC(=NC(=N1)C)C(C(=O)N1C[C@]2(CC1)NC1=NC(=C(C=C1CC2)C=2N=NN(N2)C)C)C